ClC1=C(C(=O)N2C[C@H]3CO[C@@H](CN3CC2)C=2C(NC=C(C2)Cl)=O)C=CC=C1OC 3-[(3R,9aS)-8-(2-chloro-3-methoxy-benzoyl)-3,4,6,7,9,9a-hexahydro-1H-pyrazino[2,1-c][1,4]oxazin-3-yl]-5-chloro-1H-pyridin-2-one